2,4-dibromo-5-bromoimidazole BrC=1NC(=C(N1)Br)Br